tert-Butyl [(3S)-1,2,3,4-tetrahydroisoquinolin-3-ylmethyl]carbamate C1N[C@@H](CC2=CC=CC=C12)CNC(OC(C)(C)C)=O